9-Dodecen-1-ol C(CCCCCCCC=CCC)O